O[C@@](C(=O)N)(CCC1=C(C(C(=C(C1=O)C)C)=O)C)C (R)-2-hydroxy-2-methyl-4-(2,4,5-trimethyl-3,6-dioxocyclohexa-1,4-dienyl)butanamide